(S)-3-fluoropiperidine F[C@@H]1CNCCC1